CC1(CCC(CC1)NC1=CC=CC=C1)C (4,4-dimethylcyclohexyl)aniline